N-(2-(4-(6,7-dimethoxyquinazolin-4-yl)-1,4-diazepan-1-yl)-2-oxoethyl)sulfonamide hydrochloride Cl.COC=1C=C2C(=NC=NC2=CC1OC)N1CCN(CCC1)C(CNS(=O)=O)=O